1-Phenyl-3-(1-(p-tolyl)pyrrolidin-2-yl)-1H-pyrrole-2,5-dione C1(=CC=CC=C1)N1C(C(=CC1=O)C1N(CCC1)C1=CC=C(C=C1)C)=O